(5-(3-(hydroxymethyl)azetidin-1-yl)-3-methyl-2-oxo-2,3-dihydro-1H-benzo[d]imidazol-1-yl)piperidine-2,6-dione OCC1CN(C1)C1=CC2=C(N(C(N2C)=O)N2C(CCCC2=O)=O)C=C1